7-fluoro-2,2-dimethyl-6-(perfluorophenyl)-2H-benzo[b][1,4]oxazin-3(4H)-one FC=1C(=CC2=C(OC(C(N2)=O)(C)C)C1)C1=C(C(=C(C(=C1F)F)F)F)F